ClC1=C(C=C2N=CC=NC2=C1)CNC=1C=NC=CC1N1C[C@H](NCC1)C (R)-N-((7-chloroquinoxalin-6-yl)methyl)-4-(3-methylpiperazin-1-yl)pyridin-3-amine